methyl 6-(2-phenoxy-pyridin-3-yl)-naphthalene-2-carboxylate O(C1=CC=CC=C1)C1=NC=CC=C1C=1C=C2C=CC(=CC2=CC1)C(=O)OC